O=C1NC(CCC1N1C(C2=CC=C(C=C2C1=O)N1CC(C1)N1CCN(CC1)CCCCCCCCCOC1=CC=C(C=C1)C(C)(C)C1=CC=C(OCC2=NC(=NC=C2)CS(=O)(=O)N)C=C1)=O)=O (4-((4-(2-(4-((9-(4-(1-(2-(2,6-dioxopiperidin-3-yl)-1,3-dioxoisoindolin-5-yl)azetidin-3-yl)piperazin-1-yl)nonyl)oxy)phenyl)propan-2-yl)phenoxy)methyl)pyrimidin-2-yl)methanesulfonamide